FC=1C=C(C2=C(C(=C(O2)[C@H](C(F)(F)F)NC(NC=2C=NC(=NC2)NC2CC(C2)O)=O)C)C1)F 3-[(1R)-1-(5,7-difluoro-3-methyl-1-benzofuran-2-yl)-2,2,2-trifluoroethyl]-1-(2-{[(1R,3R)-3-hydroxycyclobutyl]amino}pyrimidin-5-yl)urea